COC(CCN1N=C(N=C1Br)Br)=O 3-(3,5-dibromo-1,2,4-triazole-1-yl)propionic acid methyl ester